N-(2-Cyanopyridin-4-yl)-1-(1-oxo-1,2-dihydroisochinolin-5-yl)-5-(trifluoromethyl)-1H-pyrazol-4-carboxamid C(#N)C1=NC=CC(=C1)NC(=O)C=1C=NN(C1C(F)(F)F)C1=C2C=CNC(C2=CC=C1)=O